amino-5,6-dinitrobenzo[c][1,2,5]thiadiazole NC1=C(C(=CC2=NSN=C21)[N+](=O)[O-])[N+](=O)[O-]